4-{6-methoxyimidazo[1,5-a]pyridin-7-yl}-6-methylpyridine-3-carboxylic acid COC=1C(=CC=2N(C1)C=NC2)C2=C(C=NC(=C2)C)C(=O)O